N2,N2'-(4,6-dimethyl-1,3-phenylene)bis(5-(trifluoromethyl)pyridine-2,3-diamine) CC1=C(C=C(C(=C1)C)NC1=NC=C(C=C1N)C(F)(F)F)NC1=NC=C(C=C1N)C(F)(F)F